3-(Chroman-4-yl)propanoic acid O1CCC(C2=CC=CC=C12)CCC(=O)O